2,5-dioxopyrrolidin-1-yl 2-(3'-cyano-[1,1'-biphenyl]-4-yl)acetate C(#N)C=1C=C(C=CC1)C1=CC=C(C=C1)CC(=O)ON1C(CCC1=O)=O